ClC1=CN=CC(=N1)C1=CC(=C(C(=O)NC(C)(C)C=2N=C(SC2)NS(=O)(=O)C2CC2)C=C1)OC 4-(6-chloropyrazin-2-yl)-N-(2-(2-(cyclopropanesulfonylamino)thiazol-4-yl)propan-2-yl)-2-methoxybenzamide